C(C)(C)C1=C2C=C(N=CC2=C(C=C1)N1[C@@H]([C@H](C1)CS(=O)(=O)C)C)NC1=NC(=NC=C1)N1C[C@H]([C@@H](CC1)OC)O (3R,4R)-1-(4-(5-isopropyl-8-((2R,3S)-2-methyl-3-(methylsulfonylmethyl)azetidin-1-yl)isoquinolin-3-ylamino)pyrimidin-2-yl)-4-methoxypiperidin-3-ol